ClC=1C=C(C=CC1F)NC(N([C@@H](C)C1=CN=C(C2=CC=CC=C12)OC)C1CC1)=O (S)-3-(3-chloro-4-fluorophenyl)-1-cyclopropyl-1-(1-(1-methoxyisoquinolin-4-yl)ethyl)urea